Br.CC(C#N)C1CC1 methyl-cyclopropyl-acetonitrile hydrobromide